(trimethylsilyl)[3-(tributoxysilyl)propyl]sulfide C[Si](C)(C)SCCC[Si](OCCCC)(OCCCC)OCCCC